tert-Butyl 4-[3-[[6-[[2-chloro-6-[3-[2-[1-(trifluoromethyl)cyclopropyl]ethoxy] pyrazol-1-yl]pyridine-3-carbonyl]sulfamoyl]-2-pyridyl]oxy]propyl]-2,2-dimethyl-pyrrolidine-1-carboxylate ClC1=NC(=CC=C1C(=O)NS(=O)(=O)C1=CC=CC(=N1)OCCCC1CC(N(C1)C(=O)OC(C)(C)C)(C)C)N1N=C(C=C1)OCCC1(CC1)C(F)(F)F